4-CYCLOPROPOXY-6-METHOXY-1,6-DIHYDROPYRIDINE-2-CARBALDEHYDE C1(CC1)OC=1C=C(NC(C1)OC)C=O